P(=O)([O-])([O-])[O-].C(=O)(O)C[NH+](C)C.C(=O)(O)C[NH+](C)C.C(=O)(O)C[NH+](C)C ((carboxymethyl)dimethyl-ammonium) phosphate